BrC1=CC=C(C=C1)S(=O)(=O)N1C(CN(CC1)C(=O)OC(C)(C)C)CCC tert-butyl 4-((4-bromophenyl)sulfonyl)-3-propylpiperazine-1-carboxylate